BrC1=C(N=C2N(C1=O)C=CC=C2C2=CC(=C(C=C2)C(=O)N2CCC(CC2)OC)F)C(F)(F)F 3-bromo-9-(3-fluoro-4-((4-methoxypiperidin-1-yl)carbonyl)phenyl)-2-(trifluoromethyl)-4H-pyrido[1,2-a]pyrimidin-4-one